FC=1C=C(C=CC1OC1=C2C(=NC=C1)NC(N2C(C)C)=O)NC(=O)C=2C=NN(C2C(F)(F)F)C2=NC=CC=C2OC N-(3-fluoro-4-((1-isopropyl-2-oxo-2,3-dihydro-1H-imidazo[4,5-b]pyridine-7-yl)oxy)phenyl)-1-(3-methoxypyridine-2-yl)-5-(trifluoromethyl)-1H-pyrazole-4-carboxamide